CC1CC1 1-methyl-cyclopropane